tert-butyl (2S,3S)-3-hydroxy-2-(3-(4-(octyloxy)-3-(trifluoromethyl)phenyl)-1,2,4-oxadiazol-5-yl)pyrrolidine-1-carboxylate O[C@@H]1[C@H](N(CC1)C(=O)OC(C)(C)C)C1=NC(=NO1)C1=CC(=C(C=C1)OCCCCCCCC)C(F)(F)F